7-methyl-2-(1-methylpyrazol-4-yl)-5-propyl-3H-imidazo[2,1-b]purin-4-one CC=1N=C2N(C(C=3NC(=NC3N2C1)C=1C=NN(C1)C)=O)CCC